6-[(1S,4S)-5-methyl-2,5-diazabicyclo[2.2.1]heptan-2-yl]-2-phenylimidazo[1,2-b]pyridazine-3-carboxylic acid ethyl ester C(C)OC(=O)C1=C(N=C2N1N=C(C=C2)N2[C@@H]1CN([C@H](C2)C1)C)C1=CC=CC=C1